NC1=CC=C2C(=N1)CN(C2=O)CCC 2-Amino-6-propyl-6,7-dihydro-5H-pyrrolo[3,4-b]pyridin-5-one